C(C)OC1=CC(=C(C=N1)C=1N=CC(=NC1)NC(C1=C(C=CC=C1F)F)=O)C N-(5-(6-ethoxy-4-methyl-pyridin-3-yl)pyrazin-2-yl)-2,6-difluorobenzamide